1-Methylazetidin-3-yl (trans-4-((3-(1-isopropyl-1H-pyrazol-4-yl)phenyl)((trans-4-(4-methoxy-3-methylphenyl)cyclohexyl)meth-yl)carbamoyl)cyclohexyl)carbamate C(C)(C)N1N=CC(=C1)C=1C=C(C=CC1)N(C(=O)[C@@H]1CC[C@H](CC1)NC(OC1CN(C1)C)=O)C[C@@H]1CC[C@H](CC1)C1=CC(=C(C=C1)OC)C